N-(3-chlorobenzyl)-2-[(3R)-3-methyl-[1,4'-bipiperidin]-1'-yl]-1,3-thiazole-5-carboxamide ClC=1C=C(CNC(=O)C2=CN=C(S2)N2CCC(CC2)N2C[C@@H](CCC2)C)C=CC1